N1(CCCCCC1)C1=NC=C(C=C1C(=O)NC=1C=NC=C(C1)C#N)C(F)(F)F 2-(azepan-1-yl)-N-(5-cyano-3-pyridinyl)-5-(trifluoromethyl)pyridine-3-carboxamide